N4-(5-amino-2-fluorophenyl)-N2-(1-methyl-1H-pyrazol-4-yl)-5-(4-(trifluoromethyl)phenyl)pyrimidine-2,4-diamine NC=1C=CC(=C(C1)NC1=NC(=NC=C1C1=CC=C(C=C1)C(F)(F)F)NC=1C=NN(C1)C)F